[8-{4-(trifluoromethyl)phenoxy}isoquinolin-5-yl]methylamine FC(C1=CC=C(OC=2C=CC(=C3C=CN=CC23)CN)C=C1)(F)F